C(C1=CC=CC=C1)N1C(N(C2(CC2)C1=O)CC=1SC(=NN1)C1=C(C(=C(C=C1)Cl)O)Cl)=O 6-benzyl-4-((5-(2,4-dichloro-3-hydroxyphenyl)-1,3,4-thiadiazol-2-yl)methyl)-4,6-diazaspiro[2.4]heptane-5,7-dione